C[Si](N(CCC[Si](OCC)(OCC)C)[Si](C)(C)C)(C)C [N,N-bis(trimethylsilyl)-(3-amino-1-propyl)](methyl)(diethoxy)silane